CC1=CC=C2C(=N1)[C@H](CC1=C(O2)C=CC=C1)CNC |o1:7| (R*)-(2-methyl-10,11-dihydrobenzo[6,7]oxepino[3,2-b]pyridin-11-yl)-N-methylmethanamine